(S)-2-((1-(5-(3,5-dimethylphenyl)-1,2,4-oxadiazol-3-yl)ethyl)carbamoyl)-4-methoxypyridin-3-yl acetate C(C)(=O)OC=1C(=NC=CC1OC)C(N[C@@H](C)C1=NOC(=N1)C1=CC(=CC(=C1)C)C)=O